C(#N)C(C(=O)O)C(=O)O cyanomalonic acid